FC(C(C(=C(F)F)F)(O)C(F)(F)F)(F)F 1,1,1,3,4,4-hexafluoro-2-(trifluoromethyl)-3-butene-2-ol